3-({1-[N-methyl-5-(1H-indole-2-carbonyl)-4H,5H,6H,7H-pyrazolo[1,5-a]pyrazine-3-amido]cyclopropyl}methoxy)benzoic acid CN(C(=O)C=1C=NN2C1CN(CC2)C(=O)C=2NC1=CC=CC=C1C2)C2(CC2)COC=2C=C(C(=O)O)C=CC2